[Na].FCC(C)(O)C=1C=C2C(=NC1)N(C=N2)C2=CC(=CC=C2)C2=NC=C(N=C2C)OC 1-fluoro-2-(3-(3-(5-methoxy-3-methylpyrazin-2-yl)phenyl)-3H-imidazo[4,5-b]pyridin-6-yl)propan-2-ol Sodium